NC=1C2=C(N=CN1)N(C(=C2C2=CC(=C(C=C2)OC2=NC(=CC=C2)Cl)OC)C2=CC=C(C=C2)NC(C=C)=O)C N-(4-(4-amino-5-(4-((6-chloropyridin-2-yl)oxy)-3-methoxyphenyl)-7-methyl-7H-pyrrolo[2,3-d]pyrimidin-6-yl)phenyl)acrylamide